1-(4-fluoro-2,6-bis((triisopropylsilyl)ethynyl)phenyl)ethane-1-amine FC1=CC(=C(C(=C1)C#C[Si](C(C)C)(C(C)C)C(C)C)C(C)N)C#C[Si](C(C)C)(C(C)C)C(C)C